(propan-2-yl)-2-azaspiro[4.5]decane-8-carboxylate CC(C)OC(=O)C1CCC2(CCNC2)CC1